Dihydropyrazolin N1NCCC1